2,6-difluoro-3-nitro-pyridine FC1=NC(=CC=C1[N+](=O)[O-])F